(((2-chloropyridin-3-yl)sulfonyl)difluoromethyl)piperidine-1-carboxylic acid tert-butyl ester C(C)(C)(C)OC(=O)N1C(CCCC1)C(F)(F)S(=O)(=O)C=1C(=NC=CC1)Cl